ClC=1C=C2C(=CC(=NC2=CC1)C(F)(F)F)N[C@@H]1C[C@@H](CCC1)NC(=O)N1CC(C1)(C)O N-((1R,3S)-3-((6-chloro-2-(trifluoromethyl)quinolin-4-yl)amino)cyclohexyl)-3-hydroxy-3-methylazetidine-1-carboxamide